C1(CC1)C1=C(C(=NO1)C1=C(C=CC=C1Cl)Cl)C(=O)O[C@@H]1[C@H]2CN([C@@H](C1)C2)C=2SC1=C(N2)C(=CC(=C1)C(=O)O)F ((1R,4R,5S)-5-((5-cyclopropyl-3-(2,6-dichlorophenyl)isoxazole-4-carbonyl)oxy)-2-azabicyclo[2.2.1]heptan-2-yl)-4-fluorobenzo[d]thiazole-6-carboxylic acid